C(C=C)(=O)N1C[C@@H](N(CC1)C=1C2=C(N(C(N1)=O)C1=C(C=CC=C1S(=O)(=O)C)C)N=C(C(=C2)F)C2=C(C=CC=C2F)C(F)F)C ((S)-4-acryloyl-2-methylpiperazin-1-yl)-7-(2-(difluoromethyl)-6-fluorophenyl)-6-fluoro-1-(2-methyl-6-(methylsulfonyl)phenyl)pyrido[2,3-d]pyrimidin-2(1H)-one